6-fluoro-N-{[(3R,4S) or (3S,4R)-4-methyl-2-[6-methyl-3-(2H-1,2,3-triazol-2-yl)pyridine-2-carbonyl]-2-azabicyclo[3.1.1]heptan-3-yl]methyl}-1,3-benzothiazol-2-amine FC1=CC2=C(N=C(S2)NC[C@@H]2N(C3CC([C@@H]2C)C3)C(=O)C3=NC(=CC=C3N3N=CC=N3)C)C=C1 |o1:10,15|